NC(CCC(=O)N1CCC(CC1)C1=NN(C=2C=CC=C(C12)C1=C(C=C2C=NN(C2=C1)C)F)CC(=O)NCC=1N=NN(C1)CC(=O)OC(C)(C)C)=O tert-butyl 2-(4-((2-(3-(1-(4-amino-4-oxobutanoyl)piperidin-4-yl)-5'-fluoro-1'-methyl-1H,1'H-[4,6'-biindazol]-1-yl)acetamido)methyl)-1H-1,2,3-triazol-1-yl)acetate